FC(C(C(F)(F)F)F)(F)OC 1,1,2,3,3,3-hexafluoropropyl-methyl ether